C=1(C(=CC(=CC1)C(=O)OC)C(=O)OC)C(=O)OC trimethyl 1,2,4-benzenetricarboxylate